CN1C(OC2=C1C=CC(=C2)N2CCN(C1(CC1)C2)C(=O)OC(C)(C)C)=O tert-Butyl 7-(3-methyl-2-oxo-1,3-benzoxazol-6-yl)-4,7-diazaspiro[2.5]octane-4-carboxylate